ClC=1C=C(C=C2C=C(N=CC12)NC(=O)[C@H]1[C@@H](C1)C#N)C1=C(C=2C(=NC=CN2)N=C1)C |r| (±)-trans-N-(8-chloro-6-(8-methylpyrido[2,3-b]pyrazin-7-yl)isoquinolin-3-yl)-2-cyanocyclopropane-1-carboxamide